3-(N-(4-bromophenyl)sulfamoyl)-N-(2-(dimethylamino)-2-(4-methoxyphenyl)ethyl)benzamide BrC1=CC=C(C=C1)NS(=O)(=O)C=1C=C(C(=O)NCC(C2=CC=C(C=C2)OC)N(C)C)C=CC1